N-phenyl-carbamic acid tert-butyl ester C(C)(C)(C)OC(NC1=CC=CC=C1)=O